tert-butyl (4-(bis(2-((tert-butyldimethylsilyl)oxy)dodecyl)amino)butyl)carbamate [Si](C)(C)(C(C)(C)C)OC(CN(CCCCNC(OC(C)(C)C)=O)CC(CCCCCCCCCC)O[Si](C)(C)C(C)(C)C)CCCCCCCCCC